N1-(4-(7-Bromoimidazo[1,2-a]pyridin-3-yl)-5-chloropyrimidin-2-yl)cyclohexane-1,4-diamine BrC1=CC=2N(C=C1)C(=CN2)C2=NC(=NC=C2Cl)NC2CCC(CC2)N